FC=1C=C(C=C(C1)[N+](=O)[O-])N1CCN(CC1)C 1-(3-fluoro-5-nitrophenyl)-4-methylpiperazine